N1C(CCC1)COC=1C=CC=C(C(=O)N)C1 5-(pyrrolidin-2-ylmethoxy)benzamide